tert-butyl (3S)-3-(iodomethyl)pyrrolidine-1-carboxylate IC[C@@H]1CN(CC1)C(=O)OC(C)(C)C